CS(=O)(=O)CC1=CC=C(C=C1)NC1=NC=C2CCN(CC2=C1)C1=C(C2=C(OCCN2C(=O)OC(C)(C)C)N=C1)C tert-butyl 7-(7-{[4-(methanesulfonylmethyl)phenyl]amino}-1,2,3,4-tetrahydro-2,6-naphthyridin-2-yl)-8-methyl-1H,2H,3H-pyrido[2,3-b][1,4]oxazine-1-carboxylate